(E)-3-(2-nitropropenyl)thiophene [N+](=O)([O-])/C(=C/C1=CSC=C1)/C